C(C)(C)(C)OC(=O)NC(CC=1N=CN(C1)C(=O)OC(C)(C)C)C(=O)N(CC(C(CNC)OCCCCCCCC\C=C\CCCCCCCC)OCCCCCCCC\C=C\CCCCCCCC)C tert-butyl 4-(2-((tert-butoxycarbonyl)amino)-3-(methyl(4-(methylamino)-2,3-bis(((E)-octadec-9-en-1-yl)oxy)butyl)amino)-3-oxopropyl)-1H-imidazole-1-carboxylate